CC1=NN(C=C1C1=CC=C(C#N)C=C1)C1=C2C(=NC=C1)NC=C2 4-[3-Methyl-1-(1H-pyrrolo[2,3-b]pyridin-4-yl)-1H-pyrazol-4-yl]-benzonitrile